BrC1=CC=C(C=C1)N1CC(C1)C(=O)O (4-bromophenyl)azetidine-3-carboxylic acid